hexahydro-1H-furo[3,4-c]pyrrole-5-carboxamide C1OCC2C1CN(C2)C(=O)N